2,4,6-tripyridin-2-yl-1,3,5-triazine N1=C(C=CC=C1)C1=NC(=NC(=N1)C1=NC=CC=C1)C1=NC=CC=C1